Isobutoxymagnesium C(C(C)C)O[Mg]